Cl.Cl.C(C)[C@H]1[C@H](CNC1)C1=CN=C2N1C1=C(N=C2)NC=C1 8-((3R,4S)-4-ethylpyrrolidin-3-yl)-3H-imidazo[1,2-a]pyrrolo[2,3-e]pyrazine bishydrochloride